CC=1C(=CC=C2C(CCOC12)NC(C=C)=O)OC1=CC=C(C=C1)C(F)(F)F N-[8-methyl-7-{4-(trifluoromethyl)phenoxy}chroman-4-yl]acrylamide